NCC1C2CC(C(C1)C2)CN 2,5-bis(aminomethyl)bicyclo-[2.2.1]-heptane